2,5-di-tert-butyl-p-phenylenediamine C(C)(C)(C)C1=C(C=C(C(=C1)N)C(C)(C)C)N